1,3-bischlorosulfonylbenzene ClS(=O)(=O)C1=CC(=CC=C1)S(=O)(=O)Cl